P(=O)([O-])([O-])[O-].[Al+3].[Si+4] silicon aluminum phosphate